(5,6-bis(benzyloxy)benzo[d]thiazol-2-yl)(3-fluoro-4-methoxyphenyl)methanol C(C1=CC=CC=C1)OC=1C(=CC2=C(N=C(S2)C(O)C2=CC(=C(C=C2)OC)F)C1)OCC1=CC=CC=C1